NC1=C2N=CN(C2=NC(=N1)F)[C@@H]1O[C@@H]([C@H]([C@H]1O)O)CO (2R,3R,4S,5R)-2-(6-amino-2-fluoropurin-9-yl)-5-(hydroxymethyl)oxolane-3,4-diol